C(#N)C1=NC2=CC(=CC(=C2N=C1N1CCN(CC1)C1=C(C=C(C=C1)C#N)C)[C@@H](C)NC1=C(C(=O)O)C=CC=C1)C (R)-2-((1-(2-cyano-3-(4-(4-cyano-2-methylphenyl)piperazin-1-yl)-7-methylquinoxalin-5-yl)ethyl)amino)benzoic acid